2-((4-fluorophenyl)amino)-2-oxo-1-(p-tolyl)ethyl 3-amino-6-(1-(1-(tert-butoxycarbonyl)piperidin-4-yl)-1H-pyrazol-4-yl)pyrazine-2-carboxylate NC=1C(=NC(=CN1)C=1C=NN(C1)C1CCN(CC1)C(=O)OC(C)(C)C)C(=O)OC(C(=O)NC1=CC=C(C=C1)F)C1=CC=C(C=C1)C